OCCOC=1C2=CC=CC=C2C=2C=C(C=CC2C1)C1(C2=CC(=CC=C2C=2C=CC(=CC12)C1=CC=CC2=CC=CC=C12)C1=CC=CC2=CC=CC=C12)C=1C=CC=2C=C(C3=CC=CC=C3C2C1)OCCO 9,9-bis[9-(2-hydroxyethoxy)-3-phenanthryl]-2,7-bis(1-naphthyl)fluorene